BrC1=C(C(=CC=C1)F)OCOC 1-Bromo-3-fluoro-2-(methoxymethoxy)benzene